C1(CC1)S(=O)(=O)N1N=CC(=C1)C1=NC=CC(=N1)NC1=NC=C(C(=C1)NCC1CCC(CC1)NCC(F)F)C1=NN(C=C1)C(F)F N2-(2-(1-(Cyclopropylsulfonyl)-1H-pyrazol-4-yl)pyrimidin-4-yl)-N4-(((1r,4r)-4-((2,2-difluoroethyl)amino)cyclohexyl)methyl)-5-(1-(difluoromethyl)-1H-pyrazol-3-yl)pyridine-2,4-diamine